CC1=CC(=O)C(CC1=O)(C)C 5-trimethyl-cyclohex-2-ene-1,4-dione